(2R,4S)-4-benzyl-2-(((S)-1-(((3-chloro-1-methyl-1H-pyrrolo[2,3-b]pyridin-5-yl)methyl)amino)-1-oxopropan-2-yl)carbamoyl)pyrrolidine-1-carboxylic acid tert-butyl ester C(C)(C)(C)OC(=O)N1[C@H](C[C@@H](C1)CC1=CC=CC=C1)C(N[C@H](C(=O)NCC=1C=C2C(=NC1)N(C=C2Cl)C)C)=O